BrC1=C(C=CC=C1F)[C@H]1C2=C(CN1[S@](=O)C(C)(C)C)SC(=C2C)Cl (R)-4-(2-bromo-3-fluorophenyl)-5-((R)-tert-butylsulfinyl)-2-chloro-3-methyl-5,6-dihydro-4H-thieno[2,3-c]pyrrole